6-methyl-N3-(3-morpholinopropyl)-8,9-dihydro-7H-cyclopenta[4,5]pyrido[2,3-d]pyrimidine-1,3-diamine CC=1C2=C(C=3C(=NC(=NC3N)NCCCN3CCOCC3)N1)CCC2